(S)-tert-butyl (1-(3-bromophenyl)ethyl)carbamate BrC=1C=C(C=CC1)[C@H](C)NC(OC(C)(C)C)=O